ClC1=CC(=CC=2CN(CCOC21)CC=2C=NC(=NC2)C(C)=O)N2C=CC1=CC(=CC=C21)F 1-(5-{[9-chloro-7-(5-fluoroindol-1-yl)-3,5-dihydro-2H-1,4-benzoxazepin-4-yl]methyl}pyrimidin-2-yl)ethanone